C(CC\C=C/CCCCC(=O)O)(=O)O cis-4-Decenedioic acid